FC=1C=C2C(=C(C=NC2=C(C1)F)C(=O)N1CCN(CC1)S(=O)(=O)CC)N1CCC2(OCCO2)CC1 (6,8-Difluoro-4-(1,4-dioxa-8-azaspiro[4.5]decan-8-yl)quinolin-3-yl)(4-(ethylsulfonyl)piperazin-1-yl)methanone